FC1=CC2=C(NC(CO2)=O)C=C1 7-fluoro-4H-1,4-benzoxazin-3-one